4-bromo-2-((1-(methylsulfonyl)piperidin-4-yl)methoxy)benzonitrile BrC1=CC(=C(C#N)C=C1)OCC1CCN(CC1)S(=O)(=O)C